nickel-platinum-copper [Cu].[Pt].[Ni]